(aminomethyl)(hydroxymethyl)phosphinic acid NCP(O)(=O)CO